C1=CC=CC=C1 anti-benzene